(S)-N-(1-(3-chloro-4-fluorophenyl)-2-hydroxyethyl)-4-(4-(3-chlorophenyl)-1h-pyrazol-3-yl)-1h-pyrrole-2-carboxamide ClC=1C=C(C=CC1F)[C@@H](CO)NC(=O)C=1NC=C(C1)C1=NNC=C1C1=CC(=CC=C1)Cl